N-[3-fluoro-5-(2-fluoroethoxy)-6-methoxy-2-pyridyl]-1-keto-2-methyl-isoquinoline-5-sulfonamide FC=1C(=NC(=C(C1)OCCF)OC)NS(=O)(=O)C=1C=2C=CN(C(C2C=CC1)=O)C